N1C(CC2C1=CCN2)=O tetrahydropyrrolopyrrolone